C(C)OC1=CN=CC(=N1)C=1C=CC(=NC1)C(=O)N1[C@H](CCC1)C1=CC=CC(=N1)NS(=O)(=O)C1CC1 (R)-N-(6-(1-(5-(6-ethoxypyrazin-2-yl)picolinoyl)pyrrolidin-2-yl)pyridin-2-yl)cyclopropanesulfonamide